CC(C=CC1CN(CC1)C(=O)OC(C)(C)C)(C)C1=CC=C(C=C1)C(F)(F)F tert-butyl 3-(3-methyl-3-(4-(trifluoromethyl)phenyl)but-1-en-1-yl)pyrrolidine-1-carboxylate